FC(C1CN(CO1)NCC1=NC=C(C=C1)C(F)(F)F)(F)F 5-(trifluoromethyl)-3-(((5-(trifluoromethyl)pyridin-2-yl)methyl)amino)oxazolidin